C1(=CC=CC=C1)C=1C(OC2(C1C1=CC=CC=C1)CC1(CCCCC1)CO2)=O 3,4-Diphenyl-1,14-dioxadispiro[4.1.57.25]tetradec-3-en-2-on